BrC1=CC=C2C(=NN(C2=C1)C)NCCC(=O)OCC ethyl 3-[(6-bromo-1-methyl-indazol-3-yl)amino]propanoate